C(C)(C)(C)OC(=O)N[C@H](CCOCC#CC#CCOCC[C@H](C1=CC=CC=C1)NC(OC(C)(C)C)=O)C1=CC=CC=C1 tert-Butyl N-[(1R)-3-({6-[(3R)-3-{[(tert-butoxy)carbonyl]amino}-3-phenylpropoxy]hexa-2,4-diyn-1-yl}oxy)-1-phenylpropyl]carbamate